4-methyl-3-[[1-(3-nitrophenyl)ethyl]thio]-4H-1,2,4-triazole CN1C(=NN=C1)SC(C)C1=CC(=CC=C1)[N+](=O)[O-]